tert-butyl (2S)-2-[[[4-[4-[[1-[(4-fluoro-phenyl)carbamoyl]cyclopropane-carbonyl]amino]phenoxy]-7-methoxyquinazoline-6-carbonyl]amino]methyl]pyrrolidine-1-carboxylate FC1=CC=C(C=C1)NC(=O)C1(CC1)C(=O)NC1=CC=C(OC2=NC=NC3=CC(=C(C=C23)C(=O)NC[C@H]2N(CCC2)C(=O)OC(C)(C)C)OC)C=C1